CN1N=C(C2=CC=CC(=C12)SC)C(C)(C)NC(=O)C1[C@H]2CN(C[C@@H]12)C(=O)OC(C)(C)C tert-butyl (1R,5S,6R)-6-((2-(1-methyl-7-(methylthio)-1H-indazol-3-yl)propan-2-yl)carbamoyl)-3-azabicyclo[3.1.0]hexane-3-carboxylate